ICCC(=O)OCCCCCCCCCCCCCCCCCCCC eicosyl 3-iodopropionate